N-(2-chlorophenyl)-DL-2,3-diaminopropionamide ClC1=C(C=CC=C1)NC([C@@H](CN)N)=O |r|